itaconic dimethylester COC(C(=C)CC(=O)OC)=O